Triphenyl-sulfonium 3,4,5-trimethoxyphenyl-sulfate COC=1C=C(C=C(C1OC)OC)OS(=O)(=O)[O-].C1(=CC=CC=C1)[S+](C1=CC=CC=C1)C1=CC=CC=C1